ClC1=C2C(=NC=C1C=1C=C(C=CC1)N1C(CN(CC1)C(COC1CCNCC1)C)=O)NC=C2C2CC2 1-(3-(4-chloro-3-cyclopropyl-1H-pyrrolo[2,3-b]pyridin-5-yl)phenyl)-4-(1-(piperidin-4-yloxy)propan-2-yl)piperazin-2-one